benzyl (R)-(1-(3-amino-6-chloropyridazin-4-yl)piperidin-3-yl)carbamate NC=1N=NC(=CC1N1C[C@@H](CCC1)NC(OCC1=CC=CC=C1)=O)Cl